CC(CCN1C[C@H](N(CC1)C(=O)OC(C)(C)C)C(=O)OC)(C(C(OC1=CC=CC=C1)=O)NC(=O)OC1=CC=CC=C1)C (2S)-1-tert-butyl 2-methyl 4-(3,3-dimethyl-5-oxo-5-phenoxy-4-((phenoxycarbonyl)amino)pentyl)piperazine-1,2-dicarboxylate